hexanediol bis(3-(3,5-di-tert-butyl-4-hydroxyphenyl) propionate) C(C)(C)(C)C=1C=C(C=C(C1O)C(C)(C)C)CCC(=O)OC(CCCCC)OC(CCC1=CC(=C(C(=C1)C(C)(C)C)O)C(C)(C)C)=O